ClC1=CN=C2C(=N1)N(C(=C2)C2=CC=CC=C2)C 3-chloro-5-methyl-6-phenyl-5H-pyrrolo[2,3-b]Pyrazine